4-(trifluoromethyl)-1,3-benzoxathiolan-3-one FC(C1=CC=CC2=C1S(CO2)=O)(F)F